ClC1=C2C=CC=[N+](C2=C(C=C1)OC)[O-] 5-chloro-8-methoxyquinoline-1-oxide